FC(OC=1C(=NC(=NC1)C(C)C)NC1=NNC2=CC(=CC=C12)[C@@H]1C[C@@]12C(NC1=CC=C(C=C21)OC)=O)F (1r,2s)-2-(3-{[5-(difluoromethoxy)-2-(propan-2-yl)pyrimidin-4-yl]amino}-1H-indazol-6-yl)-5'-methoxyspiro[cyclopropan-1,3'-indol]-2'(1'H)-one